(S)-2-(4-(6-((4-cyanobenzyl)oxy)-5-fluoropyridin-2-yl)-2-fluoro-5-methylbenzyl)-1-(4,4-dimethyltetrahydrofuran-3-yl)-1H-benzo[d]imidazole-6-carboxylic acid C(#N)C1=CC=C(COC2=C(C=CC(=N2)C2=CC(=C(CC3=NC4=C(N3[C@@H]3COCC3(C)C)C=C(C=C4)C(=O)O)C=C2C)F)F)C=C1